BrC1=CC=CC2=C1C=CC=1C=CC=3C=CC=CC3C21 4-bromobenzo[c]phenanthrene